COC1=C(C(=O)NCC=2OC(=NN2)C=2SC=CC2)C=CC(=C1)OCCNC 2-methoxy-4-(2-(methylamino)ethoxy)-N-((5-(thiophen-2-yl)-1,3,4-oxadiazol-2-yl)methyl)benzamide